FC(C=1C(=NC=CC1)OCC1CN(CCC1)C=O)(F)F (3-(((3-(trifluoromethyl)pyridin-2-yl)oxy)methyl)piperidin-1-yl)methanone